ClC1=CC(=C(C=C1)N1C(CN(C(C1)=O)CC1=CC=C(C=C1)C(F)(F)F)=O)F 1-(4-chloro-2-fluorophenyl)-4-(4-(trifluoromethyl)-benzyl)piperazine-2,5-dione